C(CCC)[Sn](OC)(CCCC)CCCC tri-n-butylmethoxytin